(S)-N-(3-(1-((2-ethyl-2H-pyrazolo[3,4-b]pyrazin-6-yl)amino)ethyl)phenyl)-2-methylthiazole-5-carboxamide C(C)N1N=C2N=C(C=NC2=C1)N[C@@H](C)C=1C=C(C=CC1)NC(=O)C1=CN=C(S1)C